N-((S)-1-Amino-3-hydroxy-1-oxopropan-2-yl)-5-(2-methoxy-1-phenylethoxy)-2-methylbenzofuran-3-carboxamide NC([C@H](CO)NC(=O)C1=C(OC2=C1C=C(C=C2)OC(COC)C2=CC=CC=C2)C)=O